(E)-N-(3-(2-(4,4-Difluorocyclohexyl)vinyl)-7-fluoro-1-isopropyl-1H-indol-5-yl)acrylamide FC1(CCC(CC1)/C=C/C1=CN(C2=C(C=C(C=C12)NC(C=C)=O)F)C(C)C)F